1-((5-phenyl-1,3,4-thiadiazol-2-yl)methyl)-4-(1-(trifluoromethyl)cyclobutyl)piperazine-2,3-dione C1(=CC=CC=C1)C1=NN=C(S1)CN1C(C(N(CC1)C1(CCC1)C(F)(F)F)=O)=O